ethyl 6-cyclopropyl-1-(4-fluorobenzyl)-2-oxo-1,2-dihydro-1,8-naphthyridine-3-carboxylate C1(CC1)C=1C=C2C=C(C(N(C2=NC1)CC1=CC=C(C=C1)F)=O)C(=O)OCC